ClC[C@@H](OC)N1C(=C(C(=C1C(F)(F)F)Br)C#N)C1=CC=C(C=C1)Cl |r| (R/S)-1-(2-chloro-1-methoxyethyl)-4-bromo-2-(4-chlorophenyl)-5-trifluoromethyl-pyrrole-3-nitrile